COC(C(=O)OC(C)(C)C)C(=O)[O-] tert-butyl 2-methoxypropanedioate